(2R)-4-[4-amino-5-(trifluoromethyl)pyrimidin-2-yl]-N-[2-(1-benzylpiperidin-4-yl)ethyl]-2-methylpiperazine-1-carboxamide NC1=NC(=NC=C1C(F)(F)F)N1C[C@H](N(CC1)C(=O)NCCC1CCN(CC1)CC1=CC=CC=C1)C